4-aminobenzamido-citrulline NC1=CC=C(C(=O)NN[C@@H](CCCNC(=O)N)C(=O)O)C=C1